FC1=C(C(=CC(=C1)C#N)F)C1=C(C=C(C=C1OC)OC)OC 2,6-difluoro-2',4',6'-trimethoxy-[1,1'-biphenyl]-4-formonitrile